(4-(3-(1-methyl-1H-pyrazol-3-yl)phenyl)-2-morpholino-6-(pyridin-4-ylamino)pyrimidin-5-yl)methanone CN1N=C(C=C1)C=1C=C(C=CC1)C1=NC(=NC(=C1C=O)NC1=CC=NC=C1)N1CCOCC1